tert-butyl (S)-(1-(2,3-dihydro-1H-pyrrolo[2,3-b]pyridin-4-yl)pyrrolidin-3-yl)(methyl)carbamate N1CCC=2C1=NC=CC2N2C[C@H](CC2)N(C(OC(C)(C)C)=O)C